COC1=CC=C(C=C1)NC1N(C(=NC(=N1)N)N1CCOCC1)C1=CC(=CC=C1)C(F)(F)F N-(4-Methoxyphenyl)-6-morpholin-4-yl-N1-(3-trifluoromethylphenyl)-[1,3,5]triazine-2,4-diamine